N1N=CC(=C1)C1=CC=C(C=C1)NC1=NC(=NC=C1)C1=CC=C2C=C(NC2=C1)C(=O)N1CCC(CC1)(F)F (6-(4-((4-(1H-pyrazol-4-yl)phenyl)amino)pyrimidin-2-yl)-1H-indol-2-yl)(4,4-difluoropiperidin-1-yl)methanone